3-((3-exo)-3-((5-((5-methyl-1H-pyrazol-3-yl)amino)-1,2,4-thiadiazol-3-yl)amino)-8-azabicyclo[3.2.1]octane-8-yl)propionitrile CC1=CC(=NN1)NC1=NC(=NS1)NC1CC2CCC(C1)N2CCC#N